N-ethyl-5-fluoro-N-isopropyl-2-((2-methyl-4-(2,7-diazaspiro[3.5]non-2-yl)pyrimidin-5-yl)oxy)benzamide hydrochloride Cl.C(C)N(C(C1=C(C=CC(=C1)F)OC=1C(=NC(=NC1)C)N1CC2(C1)CCNCC2)=O)C(C)C